FC1=C(C(=O)NC2=NC(=CC=C2)C(=O)C2CCN(CC2)C)C(=CC(=C1)F)F 2,4,6-trifluoro-N-[6-(1-methyl-piperidin-4-ylcarbonyl)-pyridin-2-yl]Benzamide